FC=1C=C2C(C3=NC4=CC(=CC=C4C(N3C2=CC1)=O)CNS(=O)(=O)NC(OC(C)(C)C)=O)=O tert-butyl (N-((8-fluoro-6,12-dioxo-6,12-dihydroindolo[2,1-b]quinazolin-3-yl)methyl)sulfamoyl)carbamate